CC(CCO)CC gamma-methylpentanol